CCCCCCCC\C=C/CCCCCCCCCC (9Z)-9-eicosene